ClC1=C(C=O)C(=CC(=C1)C1=CN(C(C2=CC(=CC=C12)F)=O)C)OC 2-chloro-4-(7-fluoro-2-methyl-1-oxo-4-isoquinolyl)-6-methoxy-benzaldehyde